2-(benzyloxy)-4-fluoro-5-[2-({2-methoxy-4-[4-(4-methylpiperazin-1-yl)piperidin-1-yl]phenyl}amino)-4-(phenylamino)pyrimidin-5-yl]benzaldehyde C(C1=CC=CC=C1)OC1=C(C=O)C=C(C(=C1)F)C=1C(=NC(=NC1)NC1=C(C=C(C=C1)N1CCC(CC1)N1CCN(CC1)C)OC)NC1=CC=CC=C1